N1=CSC2=C1CCOC2 6,7-dihydro-4H-pyrano[4,3-d]Thiazole